benzoyl-p-benzoquinone dioxime C(C1=CC=CC=C1)(=O)C=1C(C=CC(C1)=NO)=NO